2-(2-hydroxy-2-methylpropyl)-N-(4-(methylamino)-2-oxo-1-phenyl-7-(trifluoromethyl)-1,2-dihydro-1,8-naphthyridin-3-yl)-2H-indazole-5-carboxamide OC(CN1N=C2C=CC(=CC2=C1)C(=O)NC=1C(N(C2=NC(=CC=C2C1NC)C(F)(F)F)C1=CC=CC=C1)=O)(C)C